N,N-bis(stearoyloxyethyl)-N,N-dimethylammonium chloride [Cl-].C(CCCCCCCCCCCCCCCCC)(=O)OCC[N+](C)(C)CCOC(CCCCCCCCCCCCCCCCC)=O